3,3'-undecamethylenebis[1-(4-vinylbenzyl)-5-amino-1H-1,2,4-triazole] C(=C)C1=CC=C(CN2N=C(N=C2N)CCCCCCCCCCCC2=NN(C(=N2)N)CC2=CC=C(C=C2)C=C)C=C1